((1-(4-oxo-3,4-dihydro-phthalazin-1-yl)piperidin-4-yl)methyl)sulfonamide hydrochloride Cl.O=C1NN=C(C2=CC=CC=C12)N1CCC(CC1)CS(=O)(=O)N